CC12C(C3(CCC2C(CCC1)C3)C)(C)C tetramethyltricyclo[5.3.1.03,8]undecan